ClC1=NC=C(C(=N1)C1=CC(=C2CN(C(C2=C1)=O)[C@@H](C(=O)N[C@H](C)C1=CC(=CC=C1)OC)CO)F)Cl (2R)-2-[6-(2,5-dichloropyrimidin-4-yl)-4-fluoro-1-oxo-2,3-dihydro-1H-isoindol-2-yl]-3-hydroxy-N-[(1R)-1-(3-methoxyphenyl)ethyl]propionamide